CN1N=CC(=C1)C1=CN2C(S1)=C(C=N2)C(=O)NC=2C(=NC=C(C2)NC(CCC2N(CCC2)C)=O)C 2-(1-methyl-1H-pyrazol-4-yl)-N-(2-methyl-5-(3-(1-methylpyrrolidin-2-yl)propanamido)pyridin-3-yl)pyrazolo[5,1-b]thiazole-7-carboxamide